nickel chromium aluminum-nickel [Ni].[Al].[Cr].[Ni]